C1(CCCCC1)C(=O)OC1=C(C=C(C=C1)CC)OCC 2-ethoxy-4-ethylphenyl cyclohexanecarboxylate